(2R,3S,4S,5R,6R)-2-((6-aminonaphthalen-2-yl)oxy)-6-(2-(diethoxyphosphoryl)ethyl)tetrahydro-2H-pyran-3,4,5-triyl triacetate C(C)(=O)O[C@@H]1[C@H](O[C@@H]([C@H]([C@@H]1OC(C)=O)OC(C)=O)CCP(=O)(OCC)OCC)OC1=CC2=CC=C(C=C2C=C1)N